CC1=CC=C2C3(C(=NC2=C1C)C1=CC=CC=C1)C=1C=CC=CC1C1=C3C=CC=3C2=C(SC31)C=CC=C2 6',7'-Dimethyl-2'-phenylspiro[benzo[b]fluoreno[3,4-d]thiophene-7,3'-indole]